NC1=C2N=CN(C2=NC=N1)[C@@H]1O[C@@H]([C@H]([C@H]1O)F)CO (2R,3S,4S,5R)-2-(6-amino-9H-purin-9-yl)-4-fluoro-5-(hydroxymethyl)tetrahydrofuran-3-ol